N1C2C(CC(C1)C(=O)N)CCC2 octahydro-1H-cyclopenta[b]pyridine-3-carboxamide